1,2,3,4,5,6,7,8-octahydronaphthol C1(CCCC=2CCCCC12)O